NCCOCCC(=O)OC1=C(C=C(C=C1)CNC(CCCC\C=C\C(C)C)=O)OC.C[Si](O[Si](O[Si](O[Si](C)(C)C)(C)C)(O[Si](C)(C)C)C)(C)C 1,1,1,3,5,5,7,7,7-nonamethyl-3-(trimethylsiloxy) tetrasiloxane (E)-2-methoxy-4-[(8-methylnon-6-enamido)methyl]phenyl 3-(2-aminoethoxy)propanoate